2-(2-((7-(2-(aminomethyl)-3-fluoropyridin-4-yl)-2-fluorobenzofuran-5-yl)methoxy)-4-ethylphenyl)acetic acid NCC1=NC=CC(=C1F)C1=CC(=CC=2C=C(OC21)F)COC2=C(C=CC(=C2)CC)CC(=O)O